C(C1=CC=CC=C1)N1C(C(C(C1)CCl)(Cl)Cl)=O 1-benzyl-4-(chloromethyl)-3,3-dichloropyrrolidin-2-one